C(C)(C)(C)C=1C=C(C=C(C1O)C(C)(C)C)CN1C(N(C(N(C1=O)CC1=CC(=C(C(=C1)C(C)(C)C)O)C(C)(C)C)=O)CC1=CC(=C(C(=C1)C(C)(C)C)O)C(C)(C)C)=O 1,3,5-tris[(3,5-ditert-butyl-4-hydroxyphenyl)methyl]-1,3,5-triazinane-2,4,6-trione